F[Zn](Br)(F)F trifluorobromozinc